ClC=1C=C(C=C(C1)S(=O)(=O)C)NC(=O)C1=CN(C(=C1)C1=NC=C(C=C1)N1CCC(CC1)OC)C N-(3-chloro-5-methanesulfonylphenyl)-5-[5-(4-methoxypiperidin-1-yl)pyridin-2-yl]-1-methyl-1H-pyrrole-3-carboxamide